N1(CC1)C=1C(C=C(C(C1N1CC1)=O)N1CC1)=O 2,3,5-tris(1-aziridinyl)-2,5-cyclohexadiene-1,4-dione